C(CCCCCCC\C=C/CCCCCCCC)(=O)OCOC(CCCCCCC\C=C/CCCCCCCC)=O methylene dioleate